4-[(2R,3S)-2-methylazetidin-3-yl]morpholine hydrochloride Cl.C[C@H]1NC[C@@H]1N1CCOCC1